C(#N)C(C)(C)C=1C=C(C(=O)N)C=C(C1)F 3-(2-cyanopropan-2-yl)-5-fluorobenzamide